2-Bromo-2-nitropropan-1,3-diol BrC(CO)(CO)[N+](=O)[O-]